2-(2-(1-(Cyclopropylsulfonyl)-1H-pyrazol-4-yl)pyrimidin-4-yl)-5-(1-(2,2-difluoroethyl)-1H-pyrazol-3-yl)-N4-((1s,4s)-4-(2-(dimethylamino)ethyl)cyclohexyl)pyridine-2,4-diamine C1(CC1)S(=O)(=O)N1N=CC(=C1)C1=NC=CC(=N1)C1(NC=C(C(=C1)NC1CCC(CC1)CCN(C)C)C1=NN(C=C1)CC(F)F)N